2,6-dihydroxy-4-dimethylaminobenzoic acid OC1=C(C(=O)O)C(=CC(=C1)N(C)C)O